3-chloro-4-(2,4-difluorophenyl)-5-(2-fluoro-3,5-dimethoxyphenyl)-1-methyl-2(1H)-pyridinone ClC=1C(N(C=C(C1C1=C(C=C(C=C1)F)F)C1=C(C(=CC(=C1)OC)OC)F)C)=O